ClC1=C(C(=O)O)C=C(C=C1CNC1CNC(C1)=O)F 2-chloro-5-fluoro-3-[[(5-oxopyrrolidin-3-yl)amino]methyl]benzoic acid